C1(=CC=CC=C1)C=1OC2=C(N1)C=CC=C2B(O)O (2-phenylbenzo[d]oxazol-7-yl)boronic acid